CN1C2=C(C=3C=CC(=CC13)C=1C=CC(=NC1)OC1CCNCC1)C=NC=C2 5-[5-methylpyrido[4,3-b]indol-7-yl]-2-(piperidin-4-yloxy)pyridine